N-[(2E)-3-(4-Fluorophenyl)-2-propenyl]-1-(7-methylthieno[3,2-d]pyrimidin-4-yl)-4-piperidylamine FC1=CC=C(C=C1)/C=C/CNC1CCN(CC1)C=1C2=C(N=CN1)C(=CS2)C